C(N)(OC1[C@H](N(CCC1)C(C1=CC(=C(C(=C1)[N+](=O)[O-])NC)OC)=O)C(C)(C)C)=O (R)-Tert-butyl-(1-(3-methoxy-4-(methylamino)-5-nitrobenzoyl) piperidin-3-yl) carbamate